(1,1'-biphenyl)-2-amine C=1(C(=CC=CC1)N)C1=CC=CC=C1